C(C)(=O)C1=CNC=C1 3-Acetyl-pyrrole